COCCN1N=CC=2C1=NC(=CN2)N2C[C@H](C[C@@H](C2)COC=2C(=NC=CC2)C(F)(F)F)C 1-(2-methoxyethyl)-6-((3S,5S)-3-methyl-5-(((2-(trifluoromethyl)pyridin-3-yl)oxy)methyl)piperidin-1-yl)-1H-pyrazolo[3,4-b]pyrazine